C(CCCC)OC(CCCCCC)=O heptanoic acid pentyl ester